N-methyl-N-(2-Azaspiro[3.5]nonan-7-yl)-7-toluenesulfonyl-7H-pyrrolo[2,3-d]pyrimidin-4-amine CN(C=1C2=C(N=CN1)N(C=C2)S(=O)(=O)CC2=CC=CC=C2)C2CCC1(CNC1)CC2